FC1=C2NS(C=3C(=CC=C(C(OCCOC4=CC=CC=C4C(C=C1)=C2)=O)C3)OC)(=O)=O 21-fluoro-16-methoxy-18,18-dioxo-8,11-dioxa-18λ6-thia-19-azatetracyclo[18.3.1.113,17.02,7]pentacosa-1(24),2,4,6,13,15,17(25),20,22-nonaen-12-one